C(C1=CC=CC=C1)OC1=NC(=CC=C1N1C(N(C2=C1C=CC(=C2)N2CCC(CC2)CNC(OC(C)(C)C)=O)C)=O)OCC2=CC=CC=C2 tert-butyl ((1-(1-(2,6-bis(benzyloxy)pyridin-3-yl)-3-methyl-2-oxo-2,3-dihydro-1H-benzo[d]imidazol-5-yl)piperidin-4-yl)methyl)carbamate